C(C)C(CCC(=O)OC)(CC)C=1N=C(SC1C)NC1=C(C=CC=C1)O methyl 4-ethyl-4-[2-(2-hydroxyanilino)-5-methyl-thiazol-4-yl]hexanoate